((4-((5-(dihexylamino)-5-oxopentyl)(methyl)amino)butyl)azanediyl)bis(hexane-6,1-diyl) bis(2-hexyldecanoate) C(CCCCC)C(C(=O)OCCCCCCN(CCCCCCOC(C(CCCCCCCC)CCCCCC)=O)CCCCN(C)CCCCC(=O)N(CCCCCC)CCCCCC)CCCCCCCC